N'-hydroxy-6-((5-(4-(trifluoromethyl)phenyl)oxazol-2-yl)amino)pyridazin-3-carboxamidine ON=C(N)C=1N=NC(=CC1)NC=1OC(=CN1)C1=CC=C(C=C1)C(F)(F)F